(3-fluorocyclopentyl)-lambda2-azane FC1CC(CC1)[NH]